O1CC(=CC1)C=1SC=C(N1)C (2,5-dihydrofuran-3-yl)-4-methylthiazol